(Z)-13-((8Z,11Z)-heptadeca-8,11-dien-1-yl)-3-(2-hydroxyethyl)-11,11-dimethyl-10,12,14-trioxa-3-aza-11-siladotriacont-23-en-1-ol C(CCCCCC\C=C/C\C=C/CCCCC)C(O[Si](OCCCCCCN(CCO)CCO)(C)C)OCCCCCCCC\C=C/CCCCCCCC